C(C)N(C)C(CCNC(C=C)=O)C N-[3-(N-ethyl-N-methylamino)butyl]acrylamide